C(C)C(CNS(=O)(=O)C1=CC=C(C=C1)OC)CCCC N-(2-ethylhexyl)-4-methoxybenzenesulfonamide